ClC=1C=C(C=CC1)C(N1C[C@@H](N(C[C@H]1C)C1=CC(N(C=2C=CC(=NC12)C#N)C)=O)C)C1=NC=C(C=C1)C 8-((2S,5R)-4-((3-chlorophenyl)(5-methylpyridin-2-yl)methyl)-2,5-dimethylpiperazin-1-yl)-5-methyl-6-oxo-5,6-dihydro-1,5-naphthyridine-2-carbonitrile